CN1N=CC=2N(CCCC21)CC2=CC(=NC(=C2)C(F)(F)F)N2C(C1=CC(=CC=C1C2)C2(COC2)CC2=NN=CN2C)=O 2-(4-((1-Methyl-1,5,6,7-tetrahydro-4H-pyrazolo[4,3-b]pyridin-4-yl)methyl)-6-(trifluoromethyl)pyridin-2-yl)-6-(3-((4-methyl-4H-1,2,4-triazol-3-yl)methyl)oxetan-3-yl)isoindolin-1-one